3-((3-exo)-3-((7-((5-(1-methylazetidin-3-yl)-1H-pyrazol-3-yl)amino)-1,6-naphthyridin-5-yl)amino)-8-azabicyclo[3.2.1]octan-8-yl)propionitrile CN1CC(C1)C1=CC(=NN1)NC1=NC(=C2C=CC=NC2=C1)NC1CC2CCC(C1)N2CCC#N